C(C1=CC=CC=C1)OC(=O)NCC(CC(=O)N(C)C(C(=O)O)C(CC(CC)C)OC)C ((((benzyloxy)carbonyl)amino)-N,3-dimethylbutyrylamino)-3-methoxy-5-methylheptanoic acid